4-(3-(3-methyl-1H-indazol-5-yl)imidazo[1,2-b]pyridazin-6-yl)morpholine CC1=NNC2=CC=C(C=C12)C1=CN=C2N1N=C(C=C2)N2CCOCC2